4-(4-(benzyloxy)phenoxy)tetrahydro-2H-pyran C(C1=CC=CC=C1)OC1=CC=C(OC2CCOCC2)C=C1